CC(C)(C)C1=C(C(=CC(=C1)C)C(C)(C)C)O 2,6-bis(1,1-dimethylethyl)-4-methyl-phenol